tert-Butyl N-[2-acetyl-6,7-dichloro-10-(1-tetrahydropyran-2-ylpyrazol-4-yl)-3,4-dihydro-1H-pyrazino[1,2-a]indol-9-yl]-N-(cyanomethyl)carbamate C(C)(=O)N1CC=2N(C=3C(=C(C=C(C3C2C=2C=NN(C2)C2OCCCC2)N(C(OC(C)(C)C)=O)CC#N)Cl)Cl)CC1